CN1N=CC2=CC(=CC=C12)CN (1-methyl-1H-indazol-5-yl)methanamine